N1=CC=CC2=CC(=CC=C12)C1=CC2=C(N=C(S2)NC(=O)C2C(C3C=CC2C3)C(=O)O)C=C1 3-[[6-(6-quinolinyl)-1,3-benzothiazol-2-yl]carbamoyl]bicyclo[2.2.1]hept-5-ene-2-carboxylic acid